6-carboxy-1-hydroxy-2(1H)-pyridinone C(=O)(O)C1=CC=CC(N1O)=O